CNS(=O)(=O)C[C@@H]1CC[C@H](CC1)N(C=1C2=C(N=CN1)NC=C2)C N-methyl-1-[trans-4-(methyl-7H-pyrrolo[2,3-d]pyrimidin-4-ylamino)cyclohexyl]methanesulfonamide